[C@H]12CNC[C@H](CC1)C2NC=2C(=CN(C(C2)=O)C2(CC2)C(F)F)C(=O)N[C@H](C)C2=C(C(=CC=C2)C(F)F)F 4-(((1R,5s,8s)-3-azabicyclo[3.2.1]oct-8-yl)amino)-N-((R)-1-(3-(difluoromethyl)-2-fluorophenyl)ethyl)-1-(1-(difluoromethyl)cyclopropyl)-6-oxo-1,6-dihydropyridine-3-carboxamide